1-phenyl-5-oxopyrrolidine C1(=CC=CC=C1)N1CCCC1=O